(2-(4-bromo-2H-1,2,3-triazol-2-yl)-5-chlorophenyl)(2-((2-methylbenzo[d]thiazol-6-yl)methyl)pyrazolidin-1-yl)methanone BrC1=NN(N=C1)C1=C(C=C(C=C1)Cl)C(=O)N1N(CCC1)CC1=CC2=C(N=C(S2)C)C=C1